ClC1=CC=C(C=C1)C[C@H](C(=O)NC)N(C(OC(C)(C)C)=O)C tert-Butyl (R)-(3-(4-chlorophenyl)-1-(methylamino)-1-oxopropan-2-yl)(methyl)carbamate